C(C1=CC=CC=C1)(=O)OC1CC(NC(C1)(C)C)(C)C 4-benzoyloxy-2,6,2,6-tetramethylpiperidine